ClC=1C=CC(=C(C1)C=1C=C(C=2OCCN(C2N1)C(=O)OC(C)(C)C)C=1C=C2C(=NC1)NC(N2)=O)F tert-butyl 6-(5-chloro-2-fluorophenyl)-8-{2-oxo-1H,2H,3H-imidazo[4,5-b]pyridin-6-yl}-2H,3H,4H-pyrido[3,2-b][1,4]oxazine-4-carboxylate